ClC=1C(=CC(=C(C1)S1C[C@H](CN2C(NC(C3=CC(=CC1=C23)C(F)(F)F)=O)=O)OC)F)F (3S)-l-1-(5-chloro-2,4-difluorophenyl)-3-methoxy-10-(trifluoromethyl)-3,4-dihydro-2H,6H-[1,4]thiazepino[2,3,4-ij]quinazoline-6,8(7H)-dione